sodium nitrilotriacetic acid sodium salt [Na+].N(CC(=O)O)(CC(=O)[O-])CC(=O)[O-].[Na+]